2-acetyl-4-(((1-aminoisoquinolin-5-yl)amino)methyl)-2-azabicyclo[2.1.1]hexan C(C)(=O)N1C2CC(C1)(C2)CNC2=C1C=CN=C(C1=CC=C2)N